4,5-bis(trifluoromethyl)aniline FC(C1=CC=C(N)C=C1C(F)(F)F)(F)F